methyl (E)-N-benzoyl-N'-(2,6-dichloro-4-(hydroxymethyl)pyridin-3-yl)carbamimidothioate C(C1=CC=CC=C1)(=O)N\C(=N/C=1C(=NC(=CC1CO)Cl)Cl)\SC